COC([C@@H](NC([C@@H](NC(=O)OC(C)(C)C)CC(C)C)=O)CSC(F)(F)F)=O N-((tert-butoxycarbonyl)-L-leucyl)-S-(trifluoromethyl)-L-cysteine methyl ester